ClC1=CC2=C(N(CCCC2NCCCCCN(CC)CC)C(=O)C2=C(C=C(C=C2)NC(C2=C(C=CC=C2)C)=O)C)C=C1 N-(4-(7-chloro-5-((5-(diethylamino)pentyl)amino)-2,3,4,5-tetrahydro-1H-benzo[b]azepine-1-carbonyl)-3-methylphenyl)-2-methylbenzamide